2-(((2R,4S)-1-(5,6-diphenylpyrazin-2-yl)-2-methylpiperidin-4-yl)oxy)acetic acid C1(=CC=CC=C1)C=1N=CC(=NC1C1=CC=CC=C1)N1[C@@H](C[C@H](CC1)OCC(=O)O)C